3-[5-(2-bromo-1-hydroxyethyl)-1-hydroxy-octahydroisoindol-2-yl]piperidine-2,6-diol BrCC(O)C1CC2CN(C(C2CC1)O)C1C(NC(CC1)O)O